tert-butyl 4-({2-ethyl-6-[4-(methoxycarbonyl) phenyl]-2,7-diazaspiro[3.5]non-7-yl} methyl)-5-methoxy-7-methyl-1H-indole-1-carboxylate C(C)N1CC2(C1)CC(N(CC2)CC2=C1C=CN(C1=C(C=C2OC)C)C(=O)OC(C)(C)C)C2=CC=C(C=C2)C(=O)OC